C(#N)C1=CC=C(C=C1)C1=CN(N(C1=O)C1=CC=C(C=N1)S(=O)(=O)N)C 6-(4-(4-cyanophenyl)-2-methyl-5-oxo-2,5-dihydro-1H-pyrazol-1-yl)pyridine-3-sulfonamid